S(C#N)C=1C=NNC1N 4-thiocyano-5-pyrazolamine